3-ethyl-N-(5-(7-fluorobenzo[d][1,3]dioxol-5-yl)-1-(3-hydroxy-3-methylbutyl)-1H-pyrazolo[3,4-b]pyridin-3-yl)pentanamide C(C)C(CC(=O)NC1=NN(C2=NC=C(C=C21)C2=CC1=C(OCO1)C(=C2)F)CCC(C)(C)O)CC